FC1=CC=C(C=C1)C=1C=C2C(=NC=NC2=C(C1)OC)NC(C)C1=NC(=NO1)C(C)C 6-(4-fluorophenyl)-N-[1-(3-isopropyl-1,2,4-oxadiazol-5-yl)ethyl]-8-methoxy-quinazolin-4-amine